3-(1-Aminoethyl)oxetan-3-ol NC(C)C1(COC1)O